methyl 6-oxo-3-phenyladamantane-1-carboxylate O=C1C2CC3(CC(CC1C3)(C2)C(=O)OC)C2=CC=CC=C2